COC1CC(C1)C(=O)NC1=CC(=C(C=C1)OC1=NC(=NC=C1)N1CCOCC1)C 3-methoxy-N-(3-methyl-4-((2-morpholinopyrimidin-4-yl)oxy)phenyl)cyclobutane-1-carboxamide